BrC=1C=CC(=C(C1)C(C(=O)N[C@@H](CC(=O)OC)C=1C(=NN(C1)C1=C(C=CC=C1C)O)C(F)(F)F)N1C(C=C(C=C1)C(F)(F)F)=O)F methyl (3S)-3-[2-(5-bromo-2-fluorophenyl)-2-[2-oxo-4-(trifluoromethyl)pyridin-1-yl]acetamido]-3-[1-(2-hydroxy-6-methylphenyl)-3-(trifluoromethyl)pyrazol-4-yl]propanoate